(2S,3S,4S,5R,6S)-3,4,5-triacetoxy-6-(4-(hydroxymethyl)-2-nitrophenoxy)-tetrahydro-2H-pyran-2-carboxylic acid methyl ester COC(=O)[C@H]1O[C@H]([C@@H]([C@H]([C@@H]1OC(C)=O)OC(C)=O)OC(C)=O)OC1=C(C=C(C=C1)CO)[N+](=O)[O-]